C(C1=CC=CC=C1)OC1=NC(=CC=C1C1=CC(=C(C=C1)N1CCNCC1)F)OCC1=CC=CC=C1 4-[4-(2,6-dibenzyloxy-3-pyridyl)-2-fluoro-phenyl]piperazin